NC(C(=O)O)CCC(=O)O 2-Amino-pentanedioic acid